CN1N=C(C(=C1)C(=O)OC1=C(C=NN1CC)C(C1=C(C(=C(C=C1)S(=O)(=O)C)COCC(F)(F)F)Cl)=O)C 4-[2-chloro-4-(methylsulfonyl)-3-{(2,2,2-trifluoroethoxy)methyl}benzoyl]-1-ethyl-1H-pyrazol-5-yl 1,3-dimethyl-1H-pyrazole-4-carboxylate